2,6-bis[2-(tert-butoxy)acetyl]-1,2,3,5,6,7-hexahydro-s-indacene-1,3,5,7-tetrone C(C)(C)(C)OCC(=O)C1C(C2=CC=3C(C(C(C3C=C2C1=O)=O)C(COC(C)(C)C)=O)=O)=O